2-chloro-1-(4-(4-fluorobenzyl)-8,8-dimethyl-1-(tetrahydro-2H-pyran-4-yl)-7,8-dihydro-6H-imidazo[1,5-a]pyrrolo[2,3-e]pyridin-6-yl)ethan-1-one ClCC(=O)N1CC(C2=C1C=C(C=1N2C(=NC1)C1CCOCC1)CC1=CC=C(C=C1)F)(C)C